FC(C=1C(=C(C=CC1F)[C@@H]1[C@H](O[C@@]([C@H]1C)(C(F)(F)F)C)C(=O)NC1=CC(=NC=C1)C(=O)N)OC)F (2S,3R,4S,5S)-4-[[3-[3-(difluoromethyl)-4-fluoro-2-methoxy-phenyl]-4,5-dimethyl-5-(trifluoromethyl)tetrahydrofuran-2-carbonyl]amino]pyridine-2-carboxamide